(1R,4R)-4-((5-amino-8-chloropyrido[4,3-d]pyrimidin-2-yl)amino)cyclohexan-1-ol NC1=NC=C(C=2N=C(N=CC21)NC2CCC(CC2)O)Cl